O1N=CC=2C1=CN=CC2 isoxazolo[5,4-c]pyridine